BrC1=C2C=CN(C2=CC=C1)CC(=O)NC1CS(C=C1)(=O)=O 2-(4-Bromo-indol-1-yl)-N-(1,1-dioxo-2,3-dihydro-1H-1lambda6-thiophen-3-yl)-Acetamide